1-Ethyl-N-[3-fluoro-4-[(7-methoxy-1,5-naphthyridin-4-yl)oxy]phenyl]-5-(4-fluorophenyl)-2-methyl-4-oxopyridine-3-carboxamide C(C)N1C(=C(C(C(=C1)C1=CC=C(C=C1)F)=O)C(=O)NC1=CC(=C(C=C1)OC1=CC=NC2=CC(=CN=C12)OC)F)C